[N+](=O)([O-])C=1C=C2CCC(NC2=CC1)=O 6-nitro-3,4-dihydroquinolin-2(1H)-one